2-oxo-5-(4-((3-(pyridin-3-yl)oxetan-3-yl)oxy)phenyl)-6-(trifluoromethyl)-1,2-dihydropyridine-3-carboxamide O=C1NC(=C(C=C1C(=O)N)C1=CC=C(C=C1)OC1(COC1)C=1C=NC=CC1)C(F)(F)F